2-(8-chloro-2-(((1r,3r)-3-methoxycyclobutyl)(methyl)amino)-9-(methylthio)-5-oxobenzo[b][1,8]naphthyridin-10(5H)-yl)acetic acid ClC=1C=CC2=C(N(C=3N=C(C=CC3C2=O)N(C)C2CC(C2)OC)CC(=O)O)C1SC